NC=1C(=C(C=C2C=C(N=CC12)NC(OC1CN(C1)S(=O)(=O)C1CC1)=O)C1=C(C2=C(OCCN2)N=C1)C)F 1-(Cyclopropylsulfonyl)azetidin-3-yl (8-amino-7-fluoro-6-(8-methyl-2,3-dihydro-1H-pyrido[2,3-b][1,4]oxazin-7-yl)isoquinolin-3-yl)carbamate